[K].FC(=C(F)F)B trifluoro(vinyl)-borane potassium salt